[C@H]12CN(C[C@H](CC1)N2)C2=NC(=NC1=C(C=C(C=C21)Cl)F)N(C)CCCN(C)C (R or S)-4-((1R,5S)-3,8-diazabicyclo[3.2.1]octan-3-yl)-6-chloro-2-((3-(dimethyl-amino)propyl)(methyl)amino)-8-fluoro-quinazolin